tin decanoate C(CCCCCCCCC)(=O)[O-].[Sn+4].C(CCCCCCCCC)(=O)[O-].C(CCCCCCCCC)(=O)[O-].C(CCCCCCCCC)(=O)[O-]